N1(CCCC2=CC=CC=C12)C=1C=C2CCCC(C2=CC1)=O 6-(1,2,3,4-tetrahydroquinolin-1-yl)-1,2,3,4-tetrahydronaphthalen-1-one